1-allyl-2-(aminomethyl)piperidine tert-butyl-(2-(2-(4-((4-(1-propyl-1H-pyrazol-4-yl)-7H-pyrrolo[2,3-d]pyrimidin-2-yl)amino)benzamido)ethoxy)ethyl)carbamate C(C)(C)(C)N(C(O)=O)CCOCCNC(C1=CC=C(C=C1)NC=1N=C(C2=C(N1)NC=C2)C=2C=NN(C2)CCC)=O.C(C=C)N2C(CCCC2)CN